4-[[2-(5-Chloro-2-hydroxyphenyl)acetyl]amino]-N-[1,1-dimethyl-3-(2,2,2-trifluoroethylamino)propyl]pyridin ClC=1C=CC(=C(C1)CC(=O)NC1=CCN(C=C1)C(CCNCC(F)(F)F)(C)C)O